7-(((1s,4s)-4-hydroxycyclohexyl)amino)thieno[3,2-b]pyridin-5(4H)-one OC1CCC(CC1)NC=1C2=C(NC(C1)=O)C=CS2